3-(8-methyl-7H-pyrrolo[2,3-c][2,6]naphthyridin-9-yl)benzoic acid CC1=C(C2=C(N=CC3=CC=NC=C23)N1)C=1C=C(C(=O)O)C=CC1